C(#N)C(C1=CC=CC=C1)=CC1=CC=CC=C1 alpha-cyanostilbene